COC(CCCCC)Br 1-bromohexyl methyl ether